N-(3-aminopropyl)thiomorpholine NCCCN1CCSCC1